5-chloro-2-(4-ethoxy-2-hydroxyphenyl)-2H-benzotriazole ClC1=CC=2C(=NN(N2)C2=C(C=C(C=C2)OCC)O)C=C1